CC1(N(CC[C@H](C1)CN1CCN(CC1)C1COC1)C1=NN(C(=C1I)C)C1CC2(CN(C2)C(=O)OC(C)(C)C)C1)C tert-butyl (R)-6-(3-(2,2-dimethyl-4-((4-(oxetan-3-yl)piperazin-1-yl)methyl)piperidin-1-yl)-4-iodo-5-methyl-1H-pyrazol-1-yl)-2-azaspiro[3.3]heptane-2-carboxylate